(E)-N'-(2-naphthyl)urea C1=C(C=CC2=CC=CC=C12)NC(N)=O